tert-butyl (2R,3S,4S)-4-[(tert-butoxycarbonyl)oxy]-2-[(4-methoxyphenyl)methyl]-3-{[2-(pyridin-2-yl)acetyl]oxy}pyrrolidine-1-carboxylate C(C)(C)(C)OC(=O)O[C@@H]1[C@H]([C@H](N(C1)C(=O)OC(C)(C)C)CC1=CC=C(C=C1)OC)OC(CC1=NC=CC=C1)=O